C1(CC1)C1=NNC(=C1)C(=O)N\N=C(\C)/C1=CC2=CC=CC=C2C=C1 (Z)-3-cyclopropyl-N'-(1-(naphthalen-2-yl)ethylidene)-1H-pyrazole-5-carbohydrazide